C1(CC1)C1=NC=NC(=C1C1=NN2C(C(=N1)NCC1=CC=C(C=C1)C=1N(C=C(N1)C(F)(F)F)C(C)C)=NC(=C2)C(F)(F)F)OC 2-(4-cyclopropyl-6-methoxypyrimidin-5-yl)-N-(4-(1-isopropyl-4-(trifluoromethyl)-1H-imidazol-2-yl)benzyl)-6-(trifluoromethyl)imidazo[2,1-f][1,2,4]triazin-4-amine